C(C)(C)N1C(NC(=CC1=O)N[C@H]1COCCC2=C1C=CC=C2)=O (R)-3-isopropyl-6-((1,2,4,5-tetrahydrobenzo[d]oxepin-1-yl)amino)pyrimidine-2,4(1H,3H)-dione